C(C)(=O)N1C2=C(OCC1)C=CC(=C2)C=2N=C(NC2C2=CC(=NC=C2)C)CNC(OC(C)(C)C)=O tert-Butyl ((4-(4-acetyl-3,4-dihydro-2H-benzo[b][1,4]oxazin-6-yl)-5-(2-methylpyridin-4-yl)-1H-imidazol-2-yl)methyl)carbamate